BrCCCOC(CC(C)=O)=O 3-oxobutanoic acid-3-bromopropyl ester